3-amino-1-(trifluoromethyl)cyclohexan-1-ol NC1CC(CCC1)(O)C(F)(F)F